O[C@H]1[C@H](NCC1)C(=O)N (2S,3R)-3-hydroxypyrrolidine-2-carboxamide